NC1=CC(CC(C1)(C)C)=O 3-amino-5,5-dimethyl-2-cyclohexene-1-one